C(C(=C)C)(=O)OCC1=CC=C(C=C1)C=C p-Vinylbenzyl methacrylate